FC(C(=O)O)(F)F.NCCCOC=1C=CC=2C=3N(C(=NC2C1OC)NC(C1=CN=CC=C1)=O)CCN3 N-[8-(3-aminopropoxy)-7-methoxy-2,3-dihydroimidazo[1,2-c]quinazolin-5-yl]nicotinamide trifluoroacetate